C(C)(C)(C)OC(=O)N(C=1C(=NC=CC1)C1=NN=C(O1)C1(C(N(CC1)CC1=CC=C(C=C1)OC)=O)CC(=O)O)C1=CC=C(C=C1)C(F)(F)F 2-(3-(5-(3-((tert-butoxycarbonyl)(4-(trifluoromethyl)phenyl)amino)pyridin-2-yl)-1,3,4-oxadiazol-2-yl)-1-(4-methoxybenzyl)-2-oxopyrrolidin-3-yl)acetic acid